1-(2-hydroxyethyl)-N-(3-(4-morpholino-6-(pyridin-3-yl)thieno[3,2-d]pyrimidin-2-yl)phenyl)piperidine-4-carboxamide OCCN1CCC(CC1)C(=O)NC1=CC(=CC=C1)C=1N=C(C2=C(N1)C=C(S2)C=2C=NC=CC2)N2CCOCC2